C(C)(C)(C)OC(=O)N1C(CC2(C1NC1=CC(=CC=C21)NC(C(F)(F)F)=O)O)C(=O)O 1-(tert-Butoxycarbonyl)-2-carboxy-3a-hydroxy-6-trifluoroacetamido-1,2,3,3a,8,8a-hexahydropyrrolo[2,3-b]indole